tert-Butyl {8-(4-chlorophenoxy)-1,7-naphthyridin-5-yl}carbamate ClC1=CC=C(OC=2N=CC(=C3C=CC=NC23)NC(OC(C)(C)C)=O)C=C1